3-(4'-Acetylaminophenyl)-4-methyl-7-diethylaminocoumarin C(C)(=O)NC1=CC=C(C=C1)C=1C(OC2=CC(=CC=C2C1C)N(CC)CC)=O